C[Si](CCOCN1N=CC2=CC=CC(=C12)S)(C)C 1-(2-trimethylsilylethoxymethyl)indazole-7-thiol